2-(2,6-dioxo-3-piperidinyl)isoindoline-1,3-dione oxalate C(C(=O)O)(=O)O.O=C1NC(CCC1N1C(C2=CC=CC=C2C1=O)=O)=O